ClC1=C(C=C2C(=NNC2=C1)C=1C=NC(=C(C1)F)N1[C@H](CC1)C)O[C@H](C)C1=C(C=NC=C1Cl)Cl 6-chloro-5-((R)-1-(3,5-dichloropyridin-4-yl)ethoxy)-3-(5-fluoro-6-((S)-2-methylazetidin-1-yl)pyridin-3-yl)-1H-indazole